N-(3-(5-fluoropyridin-2-yl)-4-methylphenyl)-6-azabicyclo[3.1.1]heptane-6-carboxamide FC=1C=CC(=NC1)C=1C=C(C=CC1C)NC(=O)N1C2CCCC1C2